NCC(=O)NCC(=O)NCCNC(=O)C1=C(C(=C(S1)C(C(CC)C1=CC=C(C=C1)F)=O)C(=O)O)C 5-((2-(2-(2-Aminoacetamido)acetamido)ethyl)-carbamoyl)-2-(2-(4-fluorophenyl)butyryl)-4-methylthiophene-3-carboxylic acid